1-(carbonyl)-3-((methylthio)methyl)cyclobutane C(=O)=C1CC(C1)CSC